[Si](C)(C)(C(C)(C)C)OCC1=NC(=CC(=C1)C=1C(=NN2C1N=C(C=C2)C(=O)OCC)C2=CC(=CC=C2)C#N)C Ethyl 3-[2-[[tert-butyl(dimethyl)silyl]oxymethyl]-6-methyl-4-pyridyl]-2-(3-cyanophenyl)pyrazolo[1,5-a]pyrimidine-5-carboxylate